2-(2-methoxyethoxy)thiazol COCCOC=1SC=CN1